3-{[bis(diisopropylamino)phosphanyl]oxy}propanenitrile C(C)(C)N(C(C)C)P(OCCC#N)N(C(C)C)C(C)C